C(#N)COC([C@@H](N)CC1=CC=CC=C1)=O L-phenylalanine cyanomethyl ester